FC1=CC2=C(N(CN(C2=O)C2=C(NC(C=C2)=O)C)C2=C(C=C(C=C2)F)C(C)C)N=C1 6-fluoro-1-(4-fluoro-2-isopropylphenyl)-3-(2-methyl-6-oxo-1,6-dihydropyridin-3-yl)-2,3-dihydropyrido[2,3-d]pyrimidin-4(1H)-one